C(C)OC1N(CCC(C1)C(=O)N[C@H]1CN(CC1)C)C1=CC=C(C=N1)C=1C=NC=CC1 ethoxy-[3,3'-bipyridine]-6-yl-N-[(3R)-1-methylpyrrolidin-3-yl]Piperidine-4-carboxamide